(S)-2-amino-1-(4-nitrophenyl)ethan-1-ol NC[C@@H](O)C1=CC=C(C=C1)[N+](=O)[O-]